4-((((4S,5S)-7-ethyl-4-(4-fluorophenyl)-6-oxo-1-phenyl-5-(3-(trifluoromethyl)benzamido)-4,5,6,7-tetrahydro-1H-pyrazolo[3,4-b]pyridine-3-yl)methyl)amino)-4-oxobut-2-enoate C(C)N1C2=C([C@@H]([C@@H](C1=O)NC(C1=CC(=CC=C1)C(F)(F)F)=O)C1=CC=C(C=C1)F)C(=NN2C2=CC=CC=C2)CNC(C=CC(=O)[O-])=O